ClC1=CC=C(C(=N1)C=1OC=NN1)NC(C)C=1C=2C3=C(N(C(C2C=C(C1)C)=O)C)N(N=C3)C3CCN(CC3)C 9-[1-[[6-chloro-2-(1,3,4-oxadiazol-2-yl)-3-pyridinyl]amino]ethyl]-4,7-dimethyl-3-(1-methyl-4-piperidinyl)pyrazolo[3,4-c]isoquinolin-5-one